C(C)OC(COC=1C=C(C=CC1)C(C(=O)NN(C(=O)OC(C)(C)C)C([2H])([2H])[2H])(CCCC(CS(=O)(=O)CC(=O)OCC)(C)C)C)=O tert-Butyl 2-(2-(3-(2-ethoxy-2-oxoethoxy)phenyl)-7-((2-ethoxy-2-oxoethyl)sulfonyl)-2,6,6-trimethylheptanoyl)-1-(methyl-d3)hydrazine-1-carboxylate